F[P-](F)(F)(F)(F)F.C1(=CC=CC=C1)[S+](C1=CC=C(C=C1)SC1=CC=CC=C1)C1=CC=CC=C1 diphenyl-[4-(phenylthio)phenyl]-sulfonium hexafluorophosphate